C(C)(C)(C)OC(C(C)(N1N=C(C=C1)C1=CC(=CC=C1)C=1N=C(SC1)NC(CNC(=O)C1=CN(C=C1)S(=O)(=O)C)=O)C)=O.CCCC[Si](OC)(OC)OC 3-methylpropyl-trimethoxysilane tert-butyl-2-methyl-2-[3-[3-[2-[[2-[(1-methylsulfonylpyrrole-3-carbonyl)amino]acetyl]amino]thiazol-4-yl]phenyl]pyrazol-1-yl]propanoate